C1=NC=NC=N1 1,5-triazine